(S)-tert-butyl (5-oxotetrahydrofuran-3-yl)carbamate O=C1C[C@@H](CO1)NC(OC(C)(C)C)=O